[Ni].CC1=C(C(=C(C(=C1CC1=CC(=C(C(=C1)C(C)(C)C)O)C(C)(C)C)C)CC1=CC(=C(C(=C1)C(C)(C)C)O)C(C)(C)C)C)CC1=CC(=C(C(=C1)C(C)(C)C)O)C(C)(C)C 1,3,5-trimethyl-2,4,6-tris(3,5-di-tert-butyl-4-hydroxybenzyl)benzene Nickel